[Fe].C(C)OP(=O)(C)OCC 1-[ethoxy(methyl)phosphoryl]oxyethane iron